C(C1=CC=CC=C1)N1CCN(CC1)CCC(=O)NC=1SC=C(N1)C1=CC=CC=C1 3-(4-Benzyl-piperazin-1-yl)-N-(4-phenyl-thiazol-2-yl)-propionamid